CN(C1=CC=C(C=C1)CCO)C 2-(4-(dimethylamino)phenyl)ethanol